ClC(C(O[C@@H]1[C@@H]([C@@H](OC(C)=O)[C@H](OC(C)=O)[C@H](O1)COC(C)=O)N=[N+]=[N-])=N)(Cl)Cl 3,4,6-Tri-O-acetyl-2-azido-2-deoxy-α-D-glucopyranosyl trichloroacetimidate